N1CCC2(CC1)C1CC3CC(CC2C3)C1 (1r,3r,5r,7r)-spiro[adamantane-2,4'-piperidine]